(R/S)-N-(2-(2-(4-((2-(difluoromethyl)-2H-tetrazol-5-yl)(phenyl)methyl)piperazine-1-carbonyl)-3-fluoropyridin-4-yl)benzo[d]oxazol-5-yl)acetamide FC(N1N=C(N=N1)[C@H](N1CCN(CC1)C(=O)C1=NC=CC(=C1F)C=1OC2=C(N1)C=C(C=C2)NC(C)=O)C2=CC=CC=C2)F |r|